2-ethylhexyl 3-((2,4-dihydroxy-7-methoxy pyrido[4,3-d]pyrimidin-8-yl)thio)propanoate OC=1N=C(C2=C(N1)C(=C(N=C2)OC)SCCC(=O)OCC(CCCC)CC)O